2-(4-(6-(((1S,2R,3R,5R)-2-fluoro-8-azabicyclo[3.2.1]octan-3-yl)(methyl)amino)pyridazin-3-yl)-3-hydroxyphenyl)-3-methylpyrimidin-4(3H)-one F[C@@H]1[C@@H]2CC[C@H](C[C@H]1N(C1=CC=C(N=N1)C1=C(C=C(C=C1)C1=NC=CC(N1C)=O)O)C)N2